(7R)-2-[4-(2,3-difluorophenoxy)phenyl]-7-(piperazin-1-yl)-4,5,6,7-tetrahydro-2H-pyrazolo[4,3-b]pyridine-3-carboxamide FC1=C(OC2=CC=C(C=C2)N2N=C3C(NCC[C@H]3N3CCNCC3)=C2C(=O)N)C=CC=C1F